(7E)-11-chloro-1,1-didecyloxy-7-undecene ClCCC/C=C/CCCCCC(OCCCCCCCCCC)OCCCCCCCCCC